C(CC)OCOCCCC(C)[Mg]Br 4-propyloxymethoxy-1-methylbutylmagnesium bromide